NC1=NC=2C=CC(=CC2C2=C1C=NN2C)C(=O)N(C2CCOC1=CC(=CC=C21)C=2C=NN(C2)C)CC2=NC=CC=C2F 4-amino-N-((3-fluoropyridin-2-yl)methyl)-1-methyl-N-(7-(1-methyl-1H-pyrazol-4-yl)chroman-4-yl)-1H-pyrazolo[4,3-c]quinoline-8-carboxamide